[C@@H]12CN(C[C@H]2C1)C1=NC2=C(C=C(C=C2C(N1C)=O)F)[C@H](C)NC1=C(C(=O)O)C=CC=C1 2-(((S)-1-(2-((1R,5S)-3-azabicyclo[3.1.0]hexan-3-yl)-6-fluoro-3-methyl-4-oxo-3,4-dihydroquinazolin-8-yl)ethyl)amino)benzoic acid